FC=1C=C(C=2C3=C(N(C2C1)CC1=CC=C(CP(OC(C)(C)C)(OC(C)(C)C)=O)C=C1)C(=NC=N3)OC)F di-tert-butyl (4-((7,9-difluoro-4-methoxy-5H-pyrimido[5,4-b]indol-5-yl)methyl)benzyl)phosphonate